4-(5-Methyl-1-(2-(benzylamino)ethyl)-2,3-dihydro-1H-imidazol-2-yl)-1-tert-butylcarbonylpiperidine CC1=CNC(N1CCNCC1=CC=CC=C1)C1CCN(CC1)C(=O)C(C)(C)C